(3R-trans)-3-(2,6-dihydroxy-4-pentylphenyl)-4-(1-methylethenyl)-1-cyclohexene-1-carboxylic acid (o-methoxyphenyl)methyl ester COC1=C(C=CC=C1)COC(=O)C1=C[C@H]([C@@H](CC1)C(=C)C)C1=C(C=C(C=C1O)CCCCC)O